Cl.N1(CCOCC1)CC1=CC=C(COC2=C3CN(C(C3=CC=C2)=O)[C@@H]2C(NC(CC2)=O)=O)C=C1 (3s)-3-(4-{[4-(morpholin-4-ylmethyl)benzyl]oxy}-1-oxo-1,3-dihydro-2H-isoindol-2-yl)piperidine-2,6-dione hydrochloride